(S) and (R)-5-(1,2-dihydroxypropan-2-yl)thiophene-2-sulfonamide OC[C@](C)(O)C1=CC=C(S1)S(=O)(=O)N |r|